OCC1CCC(CC1)N1N=C2C=C(C(=CC2=C1)NC(=O)C1=NC(=CC=C1)C(F)(F)F)C(C)(C)O N-(2-((1r,4r)-4-(hydroxymethyl)cyclohexyl)-6-(2-hydroxypropan-2-yl)-2H-indazol-5-yl)-6-(trifluoromethyl)pyridinecarboxamide